C(C)[C@@H]1N(C[C@H](N(C1)C(C)C=1C=C2N=CC=NC2=CC1)CC)C=1C=2C(N(C(C1)=O)C)=CN(N2)CC#N 2-(7-((2S,5R)-2,5-diethyl-4-(1-(quinoxalin-6-yl)ethyl)piperazin-1-yl)-4-methyl-5-oxo-4,5-dihydro-2H-pyrazolo[4,3-b]pyridin-2-yl)acetonitrile